cerium (III) tris(1,2,3,4-tetramethyl-2,4-cyclopentadienyl)cerium (III) CC1(C(=C(C(=C1)C)C)C)[Ce](C1(C(=C(C(=C1)C)C)C)C)C1(C(=C(C(=C1)C)C)C)C.[Ce+3]